FCCOC1=CC=C(C=O)C=C1 4-(2-fluoroethoxy)benzaldehyde